methyl trimercaptopropionate SC(CC(=O)OC)(S)S